CC=1OC2=NC(=CC(=C2N1)C)C1=CC(=C2C=C(N=NC2=C1)C1CCN(CC1)CC)F 7-(2,7-Dimethyl-[1,3]oxazolo[5,4-b]pyridin-5-yl)-3-(1-ethylpiperidin-4-yl)-5-fluorocinnoline